CS(=O)(=O)NC1=C(C(=O)OC)C=CC=C1 methyl 2-(methyl sulfonamido)benzoate